1-(9H-fluoren-9-yl)-3,7-dioxo-2,9-dioxa-4,8-diazaundecan-11-oic acid C1=CC=CC=2C3=CC=CC=C3C(C12)COC(NCCC(NOCC(=O)O)=O)=O